CN1C=NC(C=C1)=O methylpyrimidin-4(1H)-one